CO[C@@H]([C@H](NC(C[C@H]1N(C(CC1)=O)CC1=C(C(=CC(=C1)F)F)F)=O)C(=O)O)C O-methyl-N-(2-((S)-5-oxo-1-(2,3,5-trifluorobenzyl)pyrrolidin-2-yl)acetyl)-L-threonine